O1CCC(CC1)[C@H]1[C@@H](C1)C(=O)O trans-2-(oxan-4-yl)cyclopropane-1-carboxylic acid